8-(2-Chlorophenyl)-9-(4-chlorophenyl)-6-(4-aminopiperidin-1-yl)-9H-purine ClC1=C(C=CC=C1)C=1N(C2=NC=NC(=C2N1)N1CCC(CC1)N)C1=CC=C(C=C1)Cl